BrC1=C(C=C(C=C1)C(F)(F)F)C 1-bromo-2-methyl-4-(trifluoromethyl)benzene